C1(CC1)N1C=C(C2=CC=CC=C12)C1=NC(=NC=C1P(=O)(C)C)NC=1C(=CC(=C(C1)NC(C=C)=O)N(C)CCN(C)C)OC N-(5-((4-(1-Cyclopropyl-1H-indol-3-yl)-5-(dimethylphosphoryl)pyrimidin-2-yl)amino)-2-((2-(dimethylamino)ethyl)(methyl)amino)-4-methoxyphenyl)acrylamide